2-((3-Fluoro-3'-methoxy-[1,1'-biphenyl]-4-yl)carbamoyl)cyclopent-1-ene-1-carboxylic acid FC=1C=C(C=CC1NC(=O)C1=C(CCC1)C(=O)O)C1=CC(=CC=C1)OC